P(O)(O)O.P(O)(O)O.C(CCCCCCCCCCCC)CCCC(C1=CC(=C(C=C1C)O)C(C)(C)C)C1=CC(=C(C=C1C)O)C(C)(C)C (tridecyl)4,4'-butylidenebis(2-t-butyl-5-methylphenol) bisphosphite